((2-cyclopropyl-1,4-diazacycloheptan-1-yl)sulfonyl)isoquinoline C1(CC1)C1N(CCCNC1)S(=O)(=O)C1=NC=CC2=CC=CC=C12